S(=O)(=O)(O)C(C(=O)[O-])(CCCCNC(=O)C=1C(=CC=CC1)C(SSC1=NC=CC=C1)C)N1C(CCC1=O)=O sulfosuccinimidyl-6-[α-methyl-α-(2-pyridyldithio) toluamido]hexanoate